C12N(CC(CC1)CC2)CCC(=O)NC=2C=C(C(=NC2)C)NC(=O)C=2C=NN1C2SC(=C1)Br N-(5-(3-(2-azabicyclo[2.2.2]octan-2-yl)propanamido)-2-methylpyridin-3-yl)-2-bromopyrazolo[5,1-b]thiazole-7-carboxamide